2-((2-(6-((4-cyano-2-fluorobenzyl)oxy)pyridin-2-yl)-2,6-dihydropyrrolo[3,4-c]pyrazol-5(4H)-yl)methyl)-3-(2-methoxyethyl)-3H-imidazo[4,5-b]pyridine-5-carboxylic acid C(#N)C1=CC(=C(COC2=CC=CC(=N2)N2N=C3C(=C2)CN(C3)CC3=NC=2C(=NC(=CC2)C(=O)O)N3CCOC)C=C1)F